C(C)OC(CCCCCCN(C(=O)N1CN(C=C1)C)CCCCCCC(OCC)=O)=O 1-[bis(7-ethoxy-7-oxoheptyl)carbamoyl]-3-methyl-1H-imidazole